bornyl acetate (2S,4S)-1,7,7-trimethylbicyclo[2.2.1]hept-2-yl-acetate CC12[C@@H](C[C@H](CC1)C2(C)C)CC(=O)O.C(C)(=O)OC2C1(CCC(C2)C1(C)C)C